CC(C(N)N)CCCCCC 2,7-dimethyl-heptanediamine